[1-(3-ethyl-phenyl)-1H-pyrazol-4-yl]-pyridine C(C)C=1C=C(C=CC1)N1N=CC(=C1)C1=NC=CC=C1